ClCCC[SiH2]C(CC(C)=C)CC(C)=C 3-chloropropyldimethallylmethylsilane